nickel(IV) oxide [Ni](=O)=O